tert-butyl ((8-bromo-6-cyclopropylimidazo[1,2-a]pyridin-2-yl)methyl)(4-methoxybenzyl)carbamate BrC=1C=2N(C=C(C1)C1CC1)C=C(N2)CN(C(OC(C)(C)C)=O)CC2=CC=C(C=C2)OC